7-methoxy-2-((4-phenylpiperazin-1-yl)methyl)imidazo[1,2-c]quinazolin-5-amine COC1=CC=CC=2C=3N(C(=NC12)N)C=C(N3)CN3CCN(CC3)C3=CC=CC=C3